2-(4-bromo-2-chlorophenyl)acetic acid BrC1=CC(=C(C=C1)CC(=O)O)Cl